S1C=NC2=C1C(=CC=C2)CNCC(C(=O)N2CC1CCC(C2)N1C1=CC=C(C=N1)C#N)(F)F 6-[3-(3-{[(1,3-benzothiazol-7-yl)methyl]amino}-2,2-difluoropropanoyl)-3,8-diazabicyclo[3.2.1]octan-8-yl]pyridine-3-carbonitrile